CCCC(CCC)P(C(CCC)CCC)C(CCC)CCC tri-(4-heptyl)phosphine